5-Methoxy-7-methyl-1H-benzo[d]imidazole-4-carbaldehyde COC1=C(C2=C(NC=N2)C(=C1)C)C=O